S(=O)(=O)=NC(O)C(O)CO sulfonylaminoglycerol